C(#N)C1=CC(=NC=C1)N1CC2(C3=C1N=CN=C3N3C[C@H](N(C[C@@H]3C)C(=O)OC(C)(C)C)C)CC(C2)OS(=O)(=O)C tert-butyl (2R,5S)-4-(7'-(4-cyanopyridin-2-yl)-3-((methylsulfonyl)oxy)-6',7'-dihydrospiro[cyclobutane-1,5'-pyrrolo[2,3-d]pyrimidin]-4'-yl)-2,5-dimethylpiperazine-1-carboxylate